N-((1s,3s)-3-((5-(1-(2,2-difluoroethyl)-1H-benzo[d][1,2,3]triazol-6-yl)-4-methoxypyrrolo[2,1-f][1,2,4]triazin-2-yl)amino)-1-methylcyclobutyl)-N-methylacetamide FC(CN1N=NC2=C1C=C(C=C2)C=2C=CN1N=C(N=C(C12)OC)NC1CC(C1)(C)N(C(C)=O)C)F